3,5-Bis(3-(9H-carbazol-9-yl)phenyl)pyridine C1=CC=CC=2C3=CC=CC=C3N(C12)C=1C=C(C=CC1)C=1C=NC=C(C1)C1=CC(=CC=C1)N1C2=CC=CC=C2C=2C=CC=CC12